ethyl 2-(3,4-dichlorophenyl)-1-ethyl-6-[(3-hydroxypyrazol-1-yl) methyl]-4-oxo-pyridine-3-carboxylate ClC=1C=C(C=CC1Cl)C=1N(C(=CC(C1C(=O)OCC)=O)CN1N=C(C=C1)O)CC